imidazo[1,2-a]pyridine-3-carboxamide formate salt C(=O)O.N=1C=C(N2C1C=CC=C2)C(=O)N